O=C1NC(CCC1N1C(N(C2=C1C=CC=C2CCCCCCCNC(OC(C)(C)C)=O)C)=O)=O Tert-butyl N-[7-[1-(2,6-dioxopiperidin-3-yl)-3-methyl-2-oxo-1,3-benzodiazol-4-yl]heptyl]carbamate